C1(=CC=CC2=CC=CC=C12)C1=C(C=CC=C1)B(O)O [2-(1-naphthyl)phenyl]boronic acid